COC1CN(C1)C=1C=C2C3=NNC=4C=CC(N[C@H](CCOCCOC(N1)=N2)C)=CC34 (13S)-4-(3-methoxyazetidin-1-yl)-13-methyl-7,10-dioxa-5,14,19,20,23-pentaazatetracyclo[13.5.2.12,6.018,21]tricosa-1(20),2,4,6(23),15(22),16,18(21)-heptaene